FC1(CCC(CC1)[C@H](NC(CC=1C=NC(=CC1)OC)=O)C=1OC2=C(N1)C=C(C=C2)CN2C(N[C@@H](C2)C(F)(F)F)=O)F N-((S)-(4,4-difluorocyclohexyl)(5-(((S)-2-oxo-4-(trifluoromethyl)imidazolidin-1-yl)methyl)-benzo[d]oxazol-2-yl)methyl)-2-(6-methoxypyridin-3-yl)acetamide